C(#N)C=1C(=NC(=NC1)NC=1C(=CC(=C(C1)NC(C=C)=O)N1C[C@@H](CC1)N(C)C)OC)C1=CN(C2=CC=CC=C12)C1CC1 (R)-N-(5-((5-Cyano-4-(1-cyclopropyl-1H-indol-3-yl)pyrimidin-2-yl)amino)-2-(3-(dimethylamino)pyrrolidin-1-yl)-4-methoxyphenyl)acrylamide